NC1=C(C=CC=C1F)F 4-amino-3,5-difluorobenzene